CCCC(CCCCCCCCCCCCCC)C=1C=C(C(=O)C(C(=O)O)=C)C=CC1 3-(4-octadecyl)-benzoyl-acrylic acid